5-(3-(((S)-1-(1H-1,2,4-triazol-1-yl)propan-2-yl)oxy)-4-chlorophenyl)-N-(1-((1r,4r)-4-((2S,6R)-2,6-dimethylmorpholino)cyclohexyl)-3-(3-methoxybutoxy)-1H-pyrazol-4-yl)pyrimidin-2-amine N1(N=CN=C1)C[C@H](C)OC=1C=C(C=CC1Cl)C=1C=NC(=NC1)NC=1C(=NN(C1)C1CCC(CC1)N1C[C@@H](O[C@@H](C1)C)C)OCCC(C)OC